2-hydroxyethyltrimethylammonium salicylate C(C=1C(O)=CC=CC1)(=O)[O-].OCC[N+](C)(C)C